gamma-epoxypropylether CC1C(O1)OC1C(C)O1